[Co]=O.[Mn].[Ni].[Li] lithium Nickel-Manganese-Cobalt-oxide